N1(CCCC1)CCCNC(=O)C12CC3(CC(CC(C1)C3)C2)C2=CC=C(C=C2)Cl 3-(4-Chlorophenyl)-adamantane-1-carboxylic acid (3-pyrrolidin-1-yl-propyl)-amide